C(C)(C)C1=C(C=CC=C1)C1=NC=C2NC(N(C2=N1)CC1=CC=C(C=C1)S(=O)(=O)C)=O 2-(2-isopropylphenyl)-9-(4-(methylsulfonyl)benzyl)-7,9-dihydro-8H-purin-8-one